ClC1=C(C=2C(=C3N(CCN(C3)C(CCOCC3NCC3)=O)C2N=C1)C)F 2-((3-(3-chloro-4-fluoro-5-methyl-8,9-dihydropyrido[3',2':4,5]pyrrolo[1,2-a]pyrazin-7(6H)-yl)-3-oxopropoxy)methyl)azetidin